1,3,5-tri(dibenzothiophen-4-yl)benzene C1=CC=C(C=2SC3=C(C21)C=CC=C3)C3=CC(=CC(=C3)C3=CC=CC2=C3SC3=C2C=CC=C3)C3=CC=CC2=C3SC3=C2C=CC=C3